ClC(C(F)(F)F)=CC(F)(F)F 2-chloro-1,1,1,4,4,4-hexafluorobutene